FC=1C=C(CO[C@@H]2CC[C@H](CC2)C(=O)NCC2=C(C(=C(C=C2)C(F)(F)F)C=2NC(C(=C(N2)CC)F)=O)F)C=CC1F trans-4-[(3,4-difluorobenzyl)oxy]-N-[3-(4-ethyl-5-fluoro-6-oxo-1,6-dihydropyrimidin-2-yl)-2-Fluoro-4-(trifluoromethyl)benzyl]cyclohexane-1-carboxamide